C(C)(C)OC1=C(CNCCC2=C(C=C(C(=C2)OC)Cl)OC)C=CC=C1 N-(2-isopropoxybenzyl)-1-(2,5-dimethoxy-4-chlorophenyl)-2-aminoethane